FC(C)(F)C1=CC2=C(N=N1)N(C(=N2)C2=NC=C(C=C2SCC)C2=NOC(=N2)C2(CC2)F)C 2-[3-(1,1-difluoroethyl)-7-methyl-7H-imidazo[4,5-c]pyridazin-6-yl]-3-(ethylsulfanyl)-5-[5-(1-fluorocyclopropyl)-1,2,4-oxadiazol-3-yl]pyridine